OC=1C(=C(C(=C2C(C(=C(OC12)C1=CC=CC(=C1)OC)O)=O)O)OC)O tetrahydroxy-6,5'-dimethoxyflavone